2-butoxyethylether C(CCC)OCCOCCOCCCC